3-((3-((1-(benzyloxycarbonyl)pyrrolidine-3-yl)oxy)-3-oxopropyl)amino)-7-trifluoromethoxy-benzo[e][1,2,4]triazine-1,4-dioxide C(C1=CC=CC=C1)OC(=O)N1CC(CC1)OC(CCNC=1N=[N+](C2=C([N+]1[O-])C=CC(=C2)OC(F)(F)F)[O-])=O